8,8-diethyl-5,5-dimethyl-7-oxo-5,6,7,8-tetrahydro-1,6-naphthyridine-2-carbonitrile C(C)C1(C(NC(C=2C=CC(=NC12)C#N)(C)C)=O)CC